C(C)(C)(C)OC(=O)N1C(C(CC1(C)C)C([C@@H]1N(C(OC1)(C)C)C(=O)OC(C)(C)C)OS(=O)(=O)C)=O tert-butyl (4R)-4-{[1-(tert-butoxycarbonyl)-5,5-dimethyl-2-oxopyrrolidin-3-yl] (methylsulfonyloxy) methyl}-2,2-dimethyl-1,3-oxazolidine-3-carboxylate